4-(2-fluoro-3-hydroxyphenyl)-7-(4-methyl-1,3-thiazol-5-yl)-2-(2-(2-propenoyl)-2,6-diazaspiro[3.4]octan-6-yl)-5,6-dihydro-3-quinolinecarbonitrile FC1=C(C=CC=C1O)C1=C(C(=NC=2C=C(CCC12)C1=C(N=CS1)C)N1CC2(CN(C2)C(C=C)=O)CC1)C#N